COCCNP(OCC)(=O)CC1=CC=C(C=C1)C=1OC(=NN1)C(F)(F)F ethyl N-(2-methoxyethyl)-P-(4-(5-(trifluoromethyl)-1,3,4-oxadiazol-2-yl)benzyl)phosphonamidate